dimesityl sulfoxide C1(=C(C(=CC(=C1)C)C)S(=O)C1=C(C=C(C=C1C)C)C)C